FC(C=1C=C(C=CC1CN1CCN(CC1)CCO)NC(N)=O)F 3-(3-(difluoromethyl)-4-((4-(2-hydroxyethyl)piperazin-1-yl)methyl)phenyl)urea